O1C(CC1)CN(CCC(C(=O)O)NC1=NC=NC2=CC=CC=C12)CCCCC1=NC=2NCCCC2C=C1 4-((oxetan-2-ylmethyl)(4-(5,6,7,8-tetrahydro-1,8-naphthyridin-2-yl)butyl)amino)-2-(quinazolin-4-ylamino)butanoic acid